1-(2-(hydroxymethyl)pyrrolidin-1-yl)propan-1-one OCC1N(CCC1)C(CC)=O